ClC1=CNC(C2=CC=C(C=C12)B1OC(C(O1)(C)C)(C)C)=O 4-chloro-6-(4,4,5,5-tetramethyl-1,3,2-dioxaborolan-2-yl)isoquinolin-1(2H)-one